ClC=1C(=NC=CC1)C1CC=NN1C(=O)N1C=NC=C1 (5-(3-chloropyridin-2-yl)-4,5-dihydro-1H-pyrazol-1-yl)(1H-imidazol-1-yl)methanone